O=C1NC(CCC1N1C(C2=CC=C(C=C2C1=O)OCCOCCOCCOC1=CC=C(C=C1)CN1C(\C(\C2=CC=CC=C12)=C/C=C/C1=CC=C(C=C1)[N+](=O)[O-])=O)=O)=O 2-(2,6-dioxopiperidin-3-yl)-5-(2-(2-(2-(4-(((Z)-3-((E)-3-(4-nitrophenyl)allylidene)-2-oxoindolin-1-yl)methyl)phenoxy)ethoxy)ethoxy)ethoxy)isoindoline-1,3-dione